(R)-N-(5-(1-(5-chloropyridin-2-yl)-2-hydroxyethoxy)-1,3,4-thiadiazol-2-yl)-4-(2-methoxyphenyl)-6-methylnicotinamide ClC=1C=CC(=NC1)[C@H](CO)OC1=NN=C(S1)NC(C1=CN=C(C=C1C1=C(C=CC=C1)OC)C)=O